C(C)C(CN(CCS(=O)(=O)O)C)CCCC 2-((2-ethylhexyl)(methyl)amino)ethane-1-sulfonic acid